C(COCCOC)(=O)[O-] 3,6-dioxa-heptanoate